FC1=C(COC2=CC=CC=N2)C=CC(=C1)C(F)(F)F 6-((2-fluoro-4-(trifluoromethyl)benzyl)oxy)pyridin